ClC=1C=C(C(=O)NCCN2CCC(CC2)CC2=CC(=C(C=C2)Cl)Cl)C=CC1Cl 3,4-dichloro-N-(2-(4-(3,4-dichlorobenzyl)piperidin-1-yl)ethyl)benzamide